methyl-(1r,4r)-4-(3-bromo-2-methylphenoxy)cyclohexane-1-carboxylate COC(=O)C1CCC(CC1)OC1=C(C(=CC=C1)Br)C